NC1=C(N=CC(=N1)N1CCC2(CC1)C(C1=CC(=CC=C1C2)C2=C(N=NN2C)C)N)SC2=C(C(=NC=C2)N)Cl 1'-(6-amino-5-((2-amino-3-chloropyridin-4-yl)thio)pyrazin-2-yl)-6-(1,4-dimethyl-1H-1,2,3-triazol-5-yl)-1,3-dihydrospiro[indene-2,4'-piperidin]-1-amine